CC1=C(C=CC=2N(C=NC21)C2=NC(C(C1=CC=CC=C21)(F)F)(C)C)C 1-(4,5-Dimethyl-1H-benzimidazol-1-yl)-4,4-difluoro-3,3-di-methyl-3,4-dihydroisochinolin